N'-(4-tosylphenyl)imidazo[1,2-a]pyridine-6-carbohydrazide S(=O)(=O)(C1=CC=C(C)C=C1)C1=CC=C(C=C1)NNC(=O)C=1C=CC=2N(C1)C=CN2